ClC=1C=C(C=C(C1OC1=CC(=C(C=C1)O)C(=C)C)Cl)N1N=C(C(NC1=O)=O)C#N 2-(3,5-dichloro-4-(4-hydroxy-3-(isopropenyl)phenoxy)phenyl)-3,5-dioxo-2,3,4,5-tetrahydro-1,2,4-triazine-6-nitrile